tert-butyl (R)-3-(2-fluoro-4-(5-methyl-1,3,4-thiadiazol-2-yl)-N-(8-methylisoquinolin-1-yl) benzamido)piperidine-1-carboxylate FC1=C(C(=O)N(C2=NC=CC3=CC=CC(=C23)C)[C@H]2CN(CCC2)C(=O)OC(C)(C)C)C=CC(=C1)C=1SC(=NN1)C